FC(OC1CN(C1)C1CCC(CC1)NC(=O)C1=CC2=C(N(N=C2C)CC(C)C)S1)F N-((1r,4r)-4-(3-(difluoromethoxy)azetidin-1-yl)cyclohexyl)-1-isobutyl-3-methyl-1H-thieno[2,3-c]pyrazole-5-carboxamide